ClC1=CC(=C(OCC2=NC=CC(=N2)NC2CCN(CC2)CC2=NC3=C(N2C[C@H]2OCC2)C=C(C=C3)C(=O)OC)C=C1)F Methyl (S)-2-((4-((2-((4-chloro-2-fluorophenoxy)methyl)pyrimidin-4-yl)amino)piperidin-1-yl)methyl)-1-(oxetan-2-ylmethyl)-1H-benzo[d]imidazole-6-carboxylate